COC1=C(C=O)C(=CC(=C1C)OCOC)OCOC 2-methoxy-4,6-bis(methoxymethoxy)-3-methylbenzaldehyde